C(CCCCCCCCCCCCC)(=O)O.[Ca] calcium tetradecanoic acid